FC(C1=C(C=CC(=C1)F)C(C)N1C[C@@H](N(C[C@H]1CC)C=1C=2C(N(C(C1)=O)C)=CN(N2)CC#N)CC)F 2-(7-((2S,5R)-4-(1-(2-(difluoromethyl)-4-fluorophenyl)ethyl)-2,5-diethylpiperazin-1-yl)-4-methyl-5-oxo-4,5-dihydro-2H-pyrazolo[4,3-b]pyridin-2-yl)acetonitrile